CN1OC([C@H]2[C@H]1[C@H](C[C@](C2)(C2=C(C=CC=C2)C)C)C)(C)C |r| rac-(3ar,5r,7s,7ar)-1,3,3,5,7-pentamethyl-5-(o-tolyl)octahydrobenzo[c]isoxazole